C(C)(C)(C)OC(=O)N(C1C(C1)C1=CC=C(C=C1)C1=CC=C(C=C1)Cl)CC1CCN(CC1)CCCC1=CC=C(C(=O)OC)C=C1 Methyl 4-(3-(4-(((tert-butoxycarbonyl)(2-(4'-chloro-[1,1'-biphenyl]-4-yl)cyclopropyl)amino)methyl)piperidin-1-yl)propyl)benzoate